1-(2-chlorophenyl)-(R)-1-(tert-butyldimethyl-siloxy)propan-2-one ClC1=C(C=CC=C1)[C@H](C(C)=O)O[Si](C)(C)C(C)(C)C